S(N)(=O)(=O)N1C(=CC=C1)C(=O)O 1-sulfamoyl-2-carboxypyrrole